C(C)(C)(C)OC(=O)N1C[C@H](OCC1)COC=1C=C(C(=O)O)C=C(C1)C=1SC(=CN1)Cl 3-[[(2S)-4-tert-butoxycarbonylmorpholin-2-yl]methoxy]-5-(5-chlorothiazol-2-yl)benzoic acid